methyl (6R,10R)-10-(1,3-benzodioxol-5-yl)-6-butyl-3,8-dioxo-1-(2-thienyl)-2-(2-thienylmethyl)-4-oxa-2,7,9-triazadodecan-12-oate O1COC2=C1C=CC(=C2)[C@H](NC(N[C@@H](COC(N(CC=2SC=CC2)CC=2SC=CC2)=O)CCCC)=O)CC(=O)OC